N-(2-fluorobenzyl)-2-(1-(4-(5-(trifluoromethyl)-1,2,4-oxadiazol-3-yl)phenyl)-1H-imidazol-4-yl)acetamide FC1=C(CNC(CC=2N=CN(C2)C2=CC=C(C=C2)C2=NOC(=N2)C(F)(F)F)=O)C=CC=C1